FC1(CN(CC1)C=1C(=NC=CN1)C(=O)NCC1=NNC(=N1)C=1SC=CC1)F 3-(3,3-difluoropyrrolidin-1-yl)-N-((5-(thiophen-2-yl)-1H-1,2,4-triazol-3-yl)methyl)pyrazine-2-carboxamide